β-D-Glucopyranosyl-(1→6)-β-D-glucopyranosyl-(1→4)-D-glucose [C@@H]1([C@H](O)[C@@H](O)[C@H](O)[C@H](O1)CO)OC[C@@H]1[C@H]([C@@H]([C@H]([C@@H](O1)O[C@@H]([C@@H]([C@H](C=O)O)O)[C@H](O)CO)O)O)O